N-((2R,3S)-1-(3-chloro-5-(4-hydroxybut-2-yl)isoquinolin-8-yl)-2-methylazetidin-3-yl)methanesulfonamide ethyl-7-bromo-2-methoxy-5-methylquinoline-3-carboxylate C(C)OC(=O)C=1C(=NC2=CC(=CC(=C2C1)C)Br)OC.ClC=1N=CC2=C(C=CC(=C2C1)C(C)CCO)N1[C@@H]([C@H](C1)NS(=O)(=O)C)C